FC(C#CC(F)(F)F)(F)F hexafluoro-2-butyn